1-isobutyl-quinazoline C(C(C)C)N1CN=CC2=CC=CC=C12